1-[4-(3-{5-[(S)-(3-fluoro-azetidin-3-yl)-hydroxy-(4-isopropyl-phenyl)-methyl]-pyridin-3-yl}-[1,2,4]Oxadiazol-5-yl)-piperidin-1-yl]-ethanone, hydrochloride Cl.FC1(CNC1)[C@@](C=1C=C(C=NC1)C1=NOC(=N1)C1CCN(CC1)C(C)=O)(C1=CC=C(C=C1)C(C)C)O